hydroxyethyl-trimethyl-ammonium bromide [Br-].OCC[N+](C)(C)C